OP(O)(=O)OP(=O)(O)O.CCCCCCCCCCCC[Na] 12-dodecyl-sodium diphosphate